C(C=C)(=O)N1C[C@@H](N(CC1)C1=NC(N2C3=C(C(=C(C=C13)C(F)(F)F)C1=C(C=C(C=C1)F)F)SC[C@@H]2CC2CCOCC2)=O)C (3S)-7-((S)-4-acryloyl-2-methylpiperazin-1-yl)-10-(2,4-difluorophenyl)-3-((tetrahydro-2H-pyran-4-yl)methyl)-9-(trifluoromethyl)-2H-[1,4]thiazino[2,3,4-ij]quinazolin-5(3H)-one